1,1,3,3-tetramethyl-1,3-di(pyren-1-yl) disiloxane tert-butyl (S)-2-(1-methyl-6-oxo-5,6-dihydro-4H-benzo[c]isoxazolo[4,5-e]azepin-4-yl)acetate CC1=NOC2=C1C1=C(C(N[C@H]2CC(=O)OC(C)(C)C)=O)C=CC=C1.C[Si](O[Si](C1=CC=C2C=CC3=CC=CC4=CC=C1C2=C34)(C)C)(C3=CC=C4C=CC2=CC=CC1=CC=C3C4=C21)C